Tert-butyl 4-{[4-chloro-3-(2,4-dioxo-1,3-diazinan-1-yl)phenyl](methyl)amino}piperidine-1-carboxylate ClC1=C(C=C(C=C1)N(C1CCN(CC1)C(=O)OC(C)(C)C)C)N1C(NC(CC1)=O)=O